Br.BrCC1=CC=C2C=NNC2=C1 6-(bromomethyl)-1H-indazole hydrogen bromide